dibenzylthiocarbamic acid sodium salt [Na+].C(C1=CC=CC=C1)N(C([O-])=S)CC1=CC=CC=C1